2-{[4-(dimethylamino)-4-oxobutyl]amino}acetic acid CN(C(CCCNCC(=O)O)=O)C